Cl.ClC=1C=C(SC1)C(C)N(CCN)C1CC1 N1-(1-(4-chlorothien-2-yl)ethyl)-N1-cyclopropylethane-1,2-diamine hydrochloride